FC1=C(C(=CC=C1)SC1=CC(=CC=C1)Cl)C1OCCO1 2-(2-fluoro-6-((3-chlorophenyl)thio)phenyl)-1,3-dioxolane